S1NN=C(CC1)C(=O)O 2,5-dihydro-1,2,3-thiadiazine-4-carboxylic acid